1,4-dimethylmercapto-1,4-butanedithiol CSC(CCC(S)SC)S